OCC1=C(C(=O)NC)C=C(C=C1)[N+](=O)[O-] 2-hydroxymethyl-N-methyl-5-nitrobenzamide